2-(2-bromophenyl)-quinolin BrC1=C(C=CC=C1)C1=NC2=CC=CC=C2C=C1